tetrahydro-4H-isoxazolo[3,4-c]pyrido[4',3':3,4]pyrazolo-[1,5-a]azepine-11(12H)-carboxylate N1OCC2C1=C1N(CCC2)NC2=C1CN(C=C2)C(=O)[O-]